n-tetracosyl dodecyl ether C(CCCCCCCCCCC)OCCCCCCCCCCCCCCCCCCCCCCCC